NCCNC(C1=C(C=CC(=C1)C=1C(=NC=CC1)OCC)N1[C@@H](CN(CC1)C(=O)C=1C(=NC(=CC1)C)C)CC)=O N-(2-aminoethyl)-2-[(2R)-4-(2,6-dimethylpyridine-3-carbonyl)-2-ethylpiperazin-1-yl]-5-(2-ethoxypyridin-3-yl)benzamide